ClC=1C=2N(C=CN1)C(=CN2)C(O)C2=CC(=NC=C2F)C2=CC(=C(C=C2)F)F (8-Chloroimidazo[1,2-a]pyrazin-3-yl)(2-(3,4-difluorophenyl)-5-fluoropyridin-4-yl)methanol